(R)-(4-(7-chloropyrazolo[1,5-a]pyridin-2-yl)-6,7-dihydro-1H-imidazo[4,5-c]pyridin-5(4H)-yl)(2-(2-fluoropropan-2-yl)-4-methyloxazol-5-yl)methanone ClC1=CC=CC=2N1N=C(C2)[C@@H]2N(CCC1=C2N=CN1)C(=O)C1=C(N=C(O1)C(C)(C)F)C